C(CCCCCCCCCCCCCCCC)(=O)OC[C@@H](OC(CCCCCCCCCCCCCCCC)=O)COP(=O)(O)OCC[N+](C)(C)C 1,2-di-heptadecanoyl-sn-glycero-3-phosphorylcholine